NC1OC=2C(C(C1C#N)C1=CC=CC=C1)C(CC(C2)(C)C)=O 2-amino-4-phenyl-3-cyano-7,7-dimethyl-5-oxo-tetrahydrobenzopyran